2-(Diethylamino)-N-(8-methoxy-4-methyl-2-oxo-1H-quinolin-6-yl)-5,7-dihydrofuro[3,4-b]pyridine-3-carboxamide C(C)N(C1=C(C=C2C(=N1)COC2)C(=O)NC=2C=C1C(=CC(NC1=C(C2)OC)=O)C)CC